C1OCC12CN(CCC2)CCCOC=2C(=C(C=CC2)C2=C(C(=CC=C2)COC2=CC(=C(C=O)C=C2Cl)O)C)C 4-((3'-(3-(2-oxa-6-azaspiro[3.5]non-6-yl)propoxy)-2,2'-dimethyl-[1,1'-biphenyl]-3-yl)methoxy)-5-chloro-2-hydroxybenzaldehyde